1-(4-((1S,2S)-2-(difluoromethyl)cyclopropyl)-6-(2,4-dimethoxypyrimidin-5-yl)pyridazin-3-yl)ethan-1-amine FC([C@@H]1[C@H](C1)C1=C(N=NC(=C1)C=1C(=NC(=NC1)OC)OC)C(C)N)F